ClC1=C(C=CC=C1F)C1=C(C2=C(N=C(N=C2)NC2=CC(=C(C=C2)N2CCN(CC2)C(C)C)C)N(C1=O)C1CCC(CC1)NC(CC)=O)C N-((1S,4S)-4-(6-(2-chloro-3-fluorophenyl)-2-((4-(4-isopropylpiperazin-1-yl)-3-methylphenyl)amino)-5-methyl-7-oxopyrido[2,3-d]pyrimidin-8(7H)-yl)cyclohexyl)propanamide